NC1=C2C(=NC=N1)N(N=C2C=2C=NC(=NC2)OC(C)C)[C@@H](C)C=2C=C1N(C(C2C2=CC(=CC=C2)F)=O)C(=CS1)C (S)-7-(1-(4-amino-3-(2-isopropoxypyrimidin-5-yl)-1H-pyrazolo[3,4-d]pyrimidin-1-yl)ethyl)-6-(3-fluorophenyl)-3-methyl-5H-thiazolo[3,2-a]pyridin-5-one